BrC1=NC=C(C(=O)C2CCN(CC2)C(=O)OC(C)(C)C)C=C1 tert-butyl 4-(6-bromonicotinoyl)piperidine-1-carboxylate